4-[(4-methoxyphenyl)methyl]-1,4-oxazepan-5-one COC1=CC=C(C=C1)CN1CCOCCC1=O